CP(=O)(N=C(C)N(CC)CC)F methyl-(1-(diethylamino)ethylidene)phosphonamidofluoridate